FN1CCN(CCC1)F difluoro-1,4-diazepan